(2-Acetaminoethyl)-5-(2-nitrophenyl)-2-(4-(trifluoromethyl)phenyl)Azole-4-carboxamide N(C(=O)C)CCC1=C(NC(=C1C(=O)N)C1=C(C=CC=C1)[N+](=O)[O-])C1=CC=C(C=C1)C(F)(F)F